(S)-6-((3,3-difluoro-4-(hydroxymethyl)piperidin-1-yl)methyl)-2-(3-(3-((4-methyl-4H-1,2,4-triazol-3-yl)methyl)oxetan-3-yl)phenyl)-4-(trifluoromethyl)isoindolin-1-one FC1(CN(CC[C@H]1CO)CC1=CC(=C2CN(C(C2=C1)=O)C1=CC(=CC=C1)C1(COC1)CC1=NN=CN1C)C(F)(F)F)F